tert-butyl (2-((4-(((7-chloro-8-fluoroimidazo[1,5-a]pyridin-1-yl)methyl)carbamoyl)-1H-1,2,3-triazol-1-yl)methyl)-6-cyclopropylimidazo[1,2-a]pyridin-8-yl)carbamate ClC1=C(C=2N(C=C1)C=NC2CNC(=O)C=2N=NN(C2)CC=2N=C1N(C=C(C=C1NC(OC(C)(C)C)=O)C1CC1)C2)F